7-(3-pyridinyl)-2-azabicyclo[2.2.2]oct-5-ene N1=CC(=CC=C1)C1C2NCC(C=C2)C1